C1(OCCC2=C1C=CC=C2)CN 3,4-dihydro-1H-2-benzopyran-1-ylmethylamine